P(=O)(OCCCCBr)(OCC(CCCC)CCCC)O bromobutyl 2-butylhexyl hydrogen phosphate